[4-(5-{[2-methyl-6-(trifluoromethyl)phenyl]methoxy}pyrimidin-2-yl)morpholin-2-yl]methylamine CC1=C(C(=CC=C1)C(F)(F)F)COC=1C=NC(=NC1)N1CC(OCC1)CN